8-[{5-(trifluoromethyl)pyridin-2-yl}oxy]chroman-3-amine FC(C=1C=CC(=NC1)OC=1C=CC=C2CC(COC12)N)(F)F